potassium dicyanophosphate bisoxalate C(C(=O)O)(=O)[O-].C(C(=O)O)(=O)O.P(=O)(O)(C#N)C#N.[K+]